2-(4-bromo-2,5-difluorophenoxy)-5-chloro-3-fluoropyridine BrC1=CC(=C(OC2=NC=C(C=C2F)Cl)C=C1F)F